(pyrazin-2-yl)imidazolidine-2,4-dione N1=C(C=NC=C1)N1C(NC(C1)=O)=O